ClC1=NN(C=C1C1(NC=C(C(=N1)NC)C(F)(F)F)N)C1CCN(CC1)CCF 2-(3-chloro-1-(1-(2-fluoroethyl)piperidin-4-yl)-1H-pyrazol-4-yl)-N4-methyl-5-(trifluoromethyl)pyrimidine-2,4-diamine